(S)-1-(1H-benzo[d]imidazol-5-yl)-5-(4-(bis(2-methoxyethyl)amino)phenyl)imidazolidin-2-one N1C=NC2=C1C=CC(=C2)N2C(NC[C@@H]2C2=CC=C(C=C2)N(CCOC)CCOC)=O